6-(2-(1H-tetrazol-5-yl)phenyl)-N4-(benzo[d][1,3]dioxol-5-yl)-N2-(4-fluorobenzyl)-N2-isobutylpyridine-2,4-diamine N1N=NN=C1C1=C(C=CC=C1)C1=CC(=CC(=N1)N(CC(C)C)CC1=CC=C(C=C1)F)NC1=CC2=C(OCO2)C=C1